ClC=1N=CC2=C(N1)N(C(=C2)C(OCC)OCC)CC2=C(C=CC=C2)P(C)(C)=O (2-((2-chloro-6-(diethoxymethyl)-7H-pyrrolo[2,3-d]pyrimidin-7-yl)methyl)phenyl)dimethylphosphine oxide